Butyl D-Glucopyranoside O(C1[C@H](O)[C@@H](O)[C@H](O)[C@H](O1)CO)CCCC